(2-propenyl)-furan C(C=C)C=1OC=CC1